imidazolinone dihydrogen phosphate P(=O)(O)(O)O.N1C=NC(C1)=O